C(#N)C1(CC=C(C=C1)C#N)C1=C(C=C(C=C1)C)C 1,4-dicyanophenyl-2,4-dimethylbenzene